C(C(=C)C)(=O)OCCCCCCCC[Si](OC)(OC)C 8-methacryloyloxyoctylmethyl-dimethoxysilane